BrC1CCC(C1=O)(C)C 5-bromo-2,2-dimethyl-cyclopentanone